(pentafluorophenyl) borate (3,5-bis(trifluoromethyl)phenyl)borate FC(C=1C=C(C=C(C1)C(F)(F)F)OB(O)O)(F)F.B(OC1=C(C(=C(C(=C1F)F)F)F)F)(O)O